2-(4-nitrobenzyl)-ethylenediamine tert-butyl acetate C(C)(=O)OC(C)(C)C.[N+](=O)([O-])C1=CC=C(CC(CN)N)C=C1